N-{[5-chloro-6-(1-thia-7-aza-2-indenyl)-2-indolyl]methyl}acetamide ClC=1C=C2C=C(NC2=CC1C=1SC2=NC=CC=C2C1)CNC(C)=O